N-(6-Chloro-5-fluoropyrimidin-4-yl)-3-iodobenzamide ClC1=C(C(=NC=N1)NC(C1=CC(=CC=C1)I)=O)F